1,2-phenylenebis(trimethylsilane) C1(=C(C=CC=C1)[Si](C)(C)C)[Si](C)(C)C